ClC=1N=CC=2C(=CC=C(C2C1)O)N1[C@@H]([C@H](C1)CS(=O)(=O)C)C 3-chloro-8-[(2R,3S)-3-(methanesulfonylmethyl)-2-methylazetidin-1-yl]isoquinolin-5-ol